N-methyl-N-phenyl-nitrous amide CN(N=O)C1=CC=CC=C1